C(C)(C)(C)OC(=O)N1[C@H]2CC(C[C@@H]1CC2)NC2=C1C=CC(=NC1=CC(=N2)Cl)OS(=O)(=O)C(F)(F)F (1R,3S,5S)-3-((7-chloro-2-(((trifluoromethyl)sulfonyl)oxy)-1,6-naphthyridin-5-yl)amino)-8-azabicyclo[3.2.1]octane-8-carboxylic acid tert-butyl ester